FC(OC1=C(C=CC=C1)C1=CC=CC=C1)(F)F (TRIFLUOROMETHOXY)BIPHENYL